ClC1=CC(=C(C=C1)C=1CCCC2=C(C1C1=CC=C(C=C1)C=C1CN(C1)CCC(F)F)C=CC=C2)C(F)(F)F 8-(4-Chloro-2-(trifluoromethyl)phenyl)-9-(4-((1-(3,3-difluoropropyl)azetidin-3-yliden)methyl)phenyl)-6,7-dihydro-5H-benzo[7]annulen